FC1=CC(=C(C=C1)NC1=C(C(=O)NC=2C(=NC(=CC2)OC)C)C=CC(=N1)C)C 2-((4-fluoro-2-methylphenyl)amino)-N-(6-methoxy-2-methylpyridin-3-yl)-6-methylnicotinamide